zinc-oxide silver-silver [Ag+].[Ag+].[O-2].[Zn+2].[O-2]